N-(4-(6-(6-methylpyridin-2-yl)-2,3-dihydro-1H-imidazo[1,2-a]imidazol-5-yl)phenyl)methanesulfonamide CC1=CC=CC(=N1)C=1N=C2N(CCN2)C1C1=CC=C(C=C1)NS(=O)(=O)C